NC1CC=2C(=CC=3C(N(CC3C2)C2C(NC(CC2)=O)=O)=O)C1 3-(6-amino-1-oxo-3,5,6,7-tetrahydrocyclopenta[f]isoindol-2(1H)-yl)piperidine-2,6-dione